5-((2-((tert-butoxycarbonyl)amino)ethyl)amino)-5-oxopentanoic acid C(C)(C)(C)OC(=O)NCCNC(CCCC(=O)O)=O